C(\C=C\C1=CC(OC)=C(O)C=C1)(=O)C=1NC2=CC=CC=C2C1 feruloyl-indole